CP(=O)(C)C=1C(=CC=C2C(=CNC12)C1=NC(=NC=C1C(F)(F)F)N[C@@H]1CNCC1)C#N (S)-7-(dimethylphosphoryl)-3-(2-(pyrrolidin-3-ylamino)-5-(trifluoromethyl)pyrimidin-4-yl)-1H-indole-6-carbonitrile